5-(5-Fluoro-2-((4-methyl-3-((methylsulfonyl)methyl)phenyl)amino)pyrimidin-4-yl)-3,3-dimethyl-Isoindolin-1-one FC=1C(=NC(=NC1)NC1=CC(=C(C=C1)C)CS(=O)(=O)C)C=1C=C2C(NC(C2=CC1)=O)(C)C